(R)-2-amino-2-(1-(2-(4-chloro-[1,1'-biphenyl]-2-yl)ethyl)piperidin-4-yl)-1-(4-(2-(ethylsulfanyl)-5-hydroxybenzyl)piperazin-1-yl)ethan-1-one N[C@@H](C(=O)N1CCN(CC1)CC1=C(C=CC(=C1)O)SCC)C1CCN(CC1)CCC1=C(C=CC(=C1)Cl)C1=CC=CC=C1